6-bromo-[1,1'-biphenyl]-3-amine BrC1=CC=C(C=C1C1=CC=CC=C1)N